1-(2,2-diethoxyethyl)-1H-imidazole C(C)OC(CN1C=NC=C1)OCC